N1=CN=CC=2C1=NC=1C=NC=NC1N2 pyrimido[4,5-g]pteridine